NC1=C2C(=NC=N1)N(N=C2C2=CC=C(C=1N2C=CN1)NC(=O)NC1=CC(=C(C=C1)CN1CCN(CC1)C)C(F)(F)F)C1CC1 1-(5-(4-amino-1-cyclopropyl-1H-pyrazolo[3,4-d]pyrimidin-3-yl)imidazo[1,2-a]pyridin-8-yl)-3-(4-((4-methylpiperazin-1-yl)methyl)-3-(trifluoromethyl)phenyl)urea